3-(4-hydroxytetrahydro-2H-pyran-4-yl)-1,1-dimethoxypropan-2-one OC1(CCOCC1)CC(C(OC)OC)=O